3-Methyl-3-ethoxybutyl acetate C(C)(=O)OCCC(C)(OCC)C